(3ar,4ar,6r,7ar,7br)-7a-(benzyloxy)-6-fluoro-2,2-dimethyl-5-methylenehexahydro-3aH-cyclopenta[4,5]furo[2,3-d][1,3]dioxol C(C1=CC=CC=C1)O[C@]12[C@H](O[C@@H]3OC(O[C@@H]31)(C)C)C([C@@H](C2)F)=C